amino-methane hydrochloride Cl.NC